N-(1-cyclobutyl-3-(3,3-difluoro-1-methylcyclobutyl)-4-methyl-1H-pyrazol-5-yl)-3,3-difluorocyclobutane-1-carboxamide C1(CCC1)N1N=C(C(=C1NC(=O)C1CC(C1)(F)F)C)C1(CC(C1)(F)F)C